Tert-butyl (2-(2-(2-(3-hydroxyphenoxy)ethoxy)ethoxy)ethyl)carbamate OC=1C=C(OCCOCCOCCNC(OC(C)(C)C)=O)C=CC1